ClC=1C=C(C=C(C1)C1OCCC1)CO (3-chloro-5-(tetrahydrofuran-2-yl)phenyl)methanol